C1(=CCCC1)C=1C(=C(C(=NC1C)C)C(=O)NC1=CC(=C(C=C1)OC1=CC=NC2=CC(=C(N=C12)OC)OC)F)O 5-(Cyclopenten-1-yl)-N-[4-[(6,7-dimethoxy-1,5-naphthyridin-4-yl)oxy]-3-fluorophenyl]-4-hydroxy-2,6-dimethylpyridine-3-carboxamide